(E)-methyl 4-(methyl(3-(piperazin-1-yl)propyl)amino)but-2-enoate CN(C/C=C/C(=O)OC)CCCN1CCNCC1